Cl.N1N=C(C=C1)C(C)N 1-(1H-pyrazol-3-yl)ethan-1-amine hydrochloride